(1s,4s)-4-((4-((1H-indazol-5-yl)ethynyl)-[2,4'-bipyrimidin]-2'-yl)amino)cyclohexanol N1N=CC2=CC(=CC=C12)C#CC1=NC(=NC=C1)C1=NC(=NC=C1)NC1CCC(CC1)O